4-(3-(3-bromo-2-methylphenoxy)propyl)piperidin-4-ol BrC=1C(=C(OCCCC2(CCNCC2)O)C=CC1)C